6-chloro-1,1-dihexyloxy-hexane ClCCCCCC(OCCCCCC)OCCCCCC